methyl N-[4-carbamoyl-1-[1-(cyanomethyl)-4-(4-phenylanilino)cyclohexyl] pyrazol-3-yl]carbamate C(N)(=O)C=1C(=NN(C1)C1(CCC(CC1)NC1=CC=C(C=C1)C1=CC=CC=C1)CC#N)NC(OC)=O